propyl-N'-phenyl-p-phenylenediamine C(CC)N(C1=CC=C(C=C1)N)C1=CC=CC=C1